FC1(CNC1)CN(C(=O)N1C=NC(=C1)C)C N-((3-fluoroazetidin-3-yl)methyl)-N,4-dimethyl-1H-imidazole-1-carboxamide